Acetylenedi-carboxylic acid C(#CC(=O)O)C(=O)O